(2-(4-phenyl-1H-imidazol-2-yl)piperidin-1-yl)(thietan-3-yl)methanone C1(=CC=CC=C1)C=1N=C(NC1)C1N(CCCC1)C(=O)C1CSC1